copper-nickel-iron sodium oxide [O-2].[Na+].[Fe+2].[Ni+2].[Cu+2]